O[C@@H]1[C@@H](CCC=2C=CC(=CC12)C#N)[C@H]1N2C(C3=CC=CC=C13)=CN=C2 (7s,8R)-8-hydroxy-7-((R)-5H-imidazo[5,1-a]isoindol-5-yl)-5,6,7,8-tetrahydronaphthalene-2-carbonitrile